4-(hydroxymethyl)-2-benzofuran-1,3-dione OCC1=CC=CC=2C(OC(C21)=O)=O